7-(5-(7-Ethyl-7H-imidazo[4,5-c]pyridazin-4-yl)-2-fluorophenyl)-8-methoxy-2,3,3a,4-tetrahydro-1H-benzo[b]pyrrolo[1,2-d][1,4]oxazin-1-one C(C)N1C=NC2=C1N=NC=C2C=2C=CC(=C(C2)C=2C(=CC1=C(OCC3N1C(CC3)=O)C2)OC)F